C(C=1C(C(=O)O)=CC=CC1)(=O)OC(C=1C(C(=O)OC(C=2C(C(=O)O)=CC=CC2)=O)=CC=CC1)=O Bisphthalic dianhydride